[Pd+2].[Cl-].[Cl-].C1(=CC=CC=C1)P([C-]1C=CC=C1)C1=CC=CC=C1.[C-]1(C=CC=C1)P(C1=CC=CC=C1)C1=CC=CC=C1.[Fe+2] [1,1'-bis(diphenylphosphino)ferrocene] dichloride palladium